1-(6-chlorobenzo[d][1,3]dioxol-4-yl)-N-(piperidin-4-ylmethyl)methanamine hydrochloride Cl.ClC=1C=C(C2=C(OCO2)C1)CNCC1CCNCC1